2-fluoro-1-(3-(6-methoxy-3-(4-(trifluoromethyl)phenyl)-1H-pyrazolo[3,4-b]pyridin-1-yl)-azetidin-1-yl)prop-2-en-1-one FC(C(=O)N1CC(C1)N1N=C(C=2C1=NC(=CC2)OC)C2=CC=C(C=C2)C(F)(F)F)=C